3,3'-diamino-biphenyl NC=1C=C(C=CC1)C1=CC(=CC=C1)N